2-ethoxy-5-(4-fluoro-2-methyl-1-(1-methylpiperidin-4-yl)-1H-benzo[d]imidazol-6-yl)-7H-pyrrolo[2,3-d]pyrimidine C(C)OC=1N=CC2=C(N1)NC=C2C=2C=C(C1=C(N(C(=N1)C)C1CCN(CC1)C)C2)F